(1S,3R,4S)-2-((R)-2-chloro-9-hydroxy-9H-fluorene-9-carbonyl)-N-((S)-1-cyano-2-((R)-2-oxopiperidin-3-yl)ethyl)-5,5-difluoro-2-azabicyclo[2.2.2]octane-3-carboxamide ClC1=CC=2[C@](C3=CC=CC=C3C2C=C1)(C(=O)N1[C@@H]2CC([C@H]([C@@H]1C(=O)N[C@@H](C[C@@H]1C(NCCC1)=O)C#N)CC2)(F)F)O